C(C)(=O)C1=C(C=C(C=C1)Cl)C=1C(=NN(C(C1)=O)[C@H](C(=O)NC1=CC=C(C(=O)O)C=C1)CC1=CC=CC=C1)OC (S)-4-(2-(4-(2-acetyl-5-chlorophenyl)-3-methoxy-6-oxopyridazin-1(6H)-yl)-3-Phenylpropionamido)benzoic acid